pyrrolo[2,3-b]pyridin-5-ol N1=CC=C2C1=NC=C(C2)O